N-(3,4-Dimethylphenyl)-2,3-dihydro-2-methyl-1-(1-oxopropyl)-1H-indole-5-sulfonamide CC=1C=C(C=CC1C)NS(=O)(=O)C=1C=C2CC(N(C2=CC1)C(CC)=O)C